O=C1N[C@]2(C(N1)=O)CCCN(C2)C(=O)OCC2=CC=CC=C2 benzyl (5R)-2,4-dioxo-1,3,9-triazaspiro[4.5]decane-9-carboxylate